6-amino-2-(3-fluoro-4-(trifluoromethyl)phenyl)-5-vinylpyrimidine-4-carboxylic acid NC1=C(C(=NC(=N1)C1=CC(=C(C=C1)C(F)(F)F)F)C(=O)O)C=C